cis-tert-butyl 3-hydroxy-2-methylpyrrolidine-1-carboxylate O[C@@H]1[C@@H](N(CC1)C(=O)OC(C)(C)C)C